1,1,1,3,3,3-hexafluoro-propan-2-yl (R or S)-1-((pyridazin-3-ylmethyl)carbamoyl)-6-aza-spiro[2.5]octane-6-carboxylate N1=NC(=CC=C1)CNC(=O)[C@@H]1CC12CCN(CC2)C(=O)OC(C(F)(F)F)C(F)(F)F |o1:10|